1-(pyridin-2-ylmethyl)-3-((4-methoxyphenyl)ethynyl)-4-(4-(trifluoromethyl)phenyl)-1H-pyrrole-2,5-dione N1=C(C=CC=C1)CN1C(C(=C(C1=O)C1=CC=C(C=C1)C(F)(F)F)C#CC1=CC=C(C=C1)OC)=O